[3-(difluoromethyl)-4-pyridyl]methyl-methyl-amine FC(C=1C=NC=CC1CNC)F